3-((5-chloro-1H-indol-2-yl)methyl)-1-methyl-1-((3R)-1-(3-oxocyclopentane-1-carbonyl)piperidin-3-yl)urea ClC=1C=C2C=C(NC2=CC1)CNC(N([C@H]1CN(CCC1)C(=O)C1CC(CC1)=O)C)=O